1-((1H-inden-1-yl)dimethylsilyl)-3-isopropyl-1,5,6,7-tetrahydro-s-indacen C1(C=CC2=CC=CC=C12)[Si](C1C=C(C2=CC=3CCCC3C=C12)C(C)C)(C)C